ClC1=NC=C(C(=C1)NCC[C@H](C)OC1=C(C(=NN1C)C)C1=NC=CC(=N1)N)C#CC1=CC=C(C=C1)N1CCOCC1 (S)-2-(5-((4-((2-chloro-5-((4-morpholinophenyl)ethynyl)pyridin-4-yl)amino)butan-2-yl)oxy)-1,3-dimethyl-1H-pyrazol-4-yl)pyrimidin-4-amine